COC([C@H](N)C(C)C)=O D-valine methyl ester